BrC1=C(C=C(C=C1F)NC(C(=O)N[C@H](C(N[C@@H](C[C@H]1C(NCC1)=O)C(COC1=C(C(=CC(=C1F)F)F)F)=O)=O)CC(C)C)=O)F N1-(4-bromo-3,5-difluorophenyl)-N2-((S)-4-methyl-1-oxo-1-(((S)-3-oxo-1-((S)-2-oxopyrrolidin-3-yl)-4-(2,3,5,6-tetrafluorophenoxy)butan-2-yl)amino)pentan-2-yl)oxalamide